5,10,15,20-Tetrakis(3,5-dibromophenyl)porphyrin BrC=1C=C(C=C(C1)Br)C=1C2=CC=C(N2)C(=C2C=CC(C(=C3C=CC(=C(C=4C=CC1N4)C4=CC(=CC(=C4)Br)Br)N3)C3=CC(=CC(=C3)Br)Br)=N2)C2=CC(=CC(=C2)Br)Br